Ethyl 2-(2'-((tert-butoxycarbonyl)amino)-7'-oxo-5'H-spiro[cyclopropane-1,4'-thieno[2,3-c]pyridin]-6'(7'H)-yl)acetate C(C)(C)(C)OC(=O)NC1=CC2=C(C(N(CC23CC3)CC(=O)OCC)=O)S1